FC=1C=C(C(=O)OCCN(C)C)C=C(C1)NC(CN1N=C(C(=C1)C1=CC=NC2=CC=CC=C12)C1=NC(=CC=C1)C)=O 2-(dimethylamino)ethyl 3-fluoro-5-(2-(3-(6-methylpyridin-2-yl)-4-(quinolin-4-yl)-1H-pyrazol-1-yl)acetamido)benzoate